FS(C1=CC=C(C=C1)N1N=C(C2=CC=CC=C12)CNC(OC(C)(C)C)=O)(F)(F)(F)F tert-butyl N-[[1-[4-(pentafluoro-λ6-sulfaneyl)phenyl]indazol-3-yl]methyl]carbamate